FC1=CC(=C(C=C1C=1C=NC(=NC1)C)N1C=C(C(=CC1=O)C(F)(F)F)C(=O)N)N1C[C@@H](N([C@@H](C1)C)C)C 4-fluoro-5-(2-methylpyrimidin-5-yl)-2-[(3S,5R)-3,4,5-trimethylpiperazin-1-yl]phenyl-6-oxo-4-(trifluoromethyl)-1H-pyridine-3-carboxamide